CCCOC(=O)C1=CC=CC=C1C(=O)OCCC The molecule is a phthalate ester that is the dipropyl ester of benzene-1,2-dicarboxylic acid. It is a phthalate ester and a diester.